N-((2R)-2,5-diamino-4-(hydroxymethyl)pentyl)-5-fluoro-3-phenyl-1H-indole-2-carboxamide hydrogen chloride salt Cl.N[C@@H](CNC(=O)C=1NC2=CC=C(C=C2C1C1=CC=CC=C1)F)CC(CN)CO